C(C=C)(=O)OC 2-Propenoic Acid, Methyl Ester